C1NCC12CC(C2)CC2=CC=C(C=C2)N=S(C(F)(F)F)=O [4-(2-azaspiro[3.3]-heptan-6-ylmethyl)-phenyl]imino-oxo-(trifluoromethyl)-λ6-sulfane